Benzyl (2E)-4-cyclopropyl-2-(dimethylaminomethylene)-4-methyl-3-oxo-pyrrolidine-1-carboxylate C1(CC1)C1(C(\C(\N(C1)C(=O)OCC1=CC=CC=C1)=C/N(C)C)=O)C